C(C)C1=NC=C(N=C1C)CC 2,5-diethyl-3-methylpyrazine